4-bromo-N-((trans)-4-methoxycyclohexyl)-2-nitroaniline BrC1=CC(=C(N[C@@H]2CC[C@H](CC2)OC)C=C1)[N+](=O)[O-]